FC1(CCN(CC1)CC(O)C=1C=C(C(=O)N2CC3(C4=CC(=CC=C24)NS(=O)(=O)C)CCC2(CC3)CC2)C=CC1)F N-(1''-(3-(2-(4,4-difluoropiperidin-1-yl)-1-hydroxyethyl)benzoyl)dispiro[cyclopropane-1,1'-cyclohexane-4',3''-indolin]-5''-yl)methanesulfonamide